dipropyl-sulfonic acid sodium salt [Na].C(CC)OS(=O)(=O)CCC